tert-Butyl (tert-butoxycarbonyl)(5-(2,2-dimethoxyethyl)-6-(1H-pyrazol-4-yl)pyrimidin-4-yl)carbamate C(C)(C)(C)OC(=O)N(C(OC(C)(C)C)=O)C1=NC=NC(=C1CC(OC)OC)C=1C=NNC1